2-((4-(bromomethyl)benzyl)oxy)pyridine BrCC1=CC=C(COC2=NC=CC=C2)C=C1